CC(C#CC1=C(N)C=CC=C1)CCCCCCCC 2-(methyl-undecynyl)aniline